1-(2-(5-(benzo[d][1,3]dioxan-5-yl)-1H-imidazol-2-yl)piperidin-1-yl)-2-(methylthio)propan-1-one O1COCC2=C1C=CC=C2C2=CN=C(N2)C2N(CCCC2)C(C(C)SC)=O